tris(2-(1H-pyrazol-1-yl)-4-tert-butylpyridin) cobalt (III) [Co+3].N1(N=CC=C1)C1=NC=CC(=C1)C(C)(C)C.N1(N=CC=C1)C1=NC=CC(=C1)C(C)(C)C.N1(N=CC=C1)C1=NC=CC(=C1)C(C)(C)C